bistri-tert-butylphosphine palladium (0) [Pd].C(C)(C)(C)P(C(C)(C)C)C(C)(C)C.C(C)(C)(C)P(C(C)(C)C)C(C)(C)C